O=C1CCC(CC1)C#CC1=CC=C(C=C1)C1C(NC(CC1)=O)=O 3-[4-[2-(4-oxocyclohexyl)ethynyl]phenyl]piperidine-2,6-dione